1,7-di(4-hydroxyphenylthio)-3,5-dioxaheptane OC1=CC=C(C=C1)SCCOCOCCSC1=CC=C(C=C1)O